(S)-1-Phenyl-N-(2,3,6-trifluoro-4-((3-(2-(((3S,5S)-5-fluoropiperidin-3-yl)amino)pyrimidin-4-yl)pyridin-2-yl)oxy)phenyl)ethane-1-sulfonamide C1(=CC=CC=C1)[C@H](C)S(=O)(=O)NC1=C(C(=C(C=C1F)OC1=NC=CC=C1C1=NC(=NC=C1)N[C@@H]1CNC[C@H](C1)F)F)F